6-(methyl-d3)Benzamide C(C1=CC=CC=C1C(=O)N)([2H])([2H])[2H]